COC([C@H](C)C1CCC(CC1)C1=CC=NC2=CC=C(C=C12)F)=O (R)-2-((1s,4S)-4-(6-fluoroquinolin-4-yl)cyclohexyl)propanoic acid methyl ester